ClC1=C(C=C(C=C1)F)[C@@H]1C=2N(CC(N1)=O)C(=CC2[N+](=O)[O-])C(=O)O (R)-1-(2-chloro-5-fluorophenyl)-8-nitro-3-oxo-1,2,3,4-tetrahydropyrrolo[1,2-a]pyrazine-6-carboxylic acid